C1(=CC=CC=C1)CNC1=C(C=C(C=C1)S(=O)(=O)NC)C=1N=CN(C1)C 4-(Phenylmethylamino)-N-methyl-3-(1-methylimidazol-4-yl)benzenesulfonamide